BrC=1C=C(OCCCCO[Si](C2=CC=CC=C2)(C2=CC=CC=C2)C(C)(C)C)C=CC1 [4-(3-bromophenoxy)butoxy](tert-butyl)diphenylsilane